cyclohexane-1,2,3,4-tetracarboxylic acid-3,4-anhydride C1(C(C2C(CC1)C(=O)OC2=O)C(=O)O)C(=O)O